COC1CNC(C=2C=CC=NC12)C 8-methoxy-5-methyl-5,6,7,8-tetrahydro-1,6-naphthyridine